tert-butyl 1-[1-[(1S)-1-[(2S,4R)-4-hydroxy-2-(methylcarbamoyl)pyrrolidine-1-carbonyl]-2,2-dimethyl-propyl]triazol-4-yl]-2-azabicyclo[2.1.1]hexane-2-carboxylate O[C@@H]1C[C@H](N(C1)C(=O)[C@H](C(C)(C)C)N1N=NC(=C1)C12N(CC(C1)C2)C(=O)OC(C)(C)C)C(NC)=O